tert-butyl N-[[1-[4-[(7-fluoro-2-methyl-indazol-5-yl)carbamoyl]-2-methoxy-1,3-benzothiazol-7-yl]azetidin-3-yl]methyl]-N-methyl-carbamate FC1=CC(=CC2=CN(N=C12)C)NC(=O)C1=CC=C(C2=C1N=C(S2)OC)N2CC(C2)CN(C(OC(C)(C)C)=O)C